2-(7-Chloro-6-(4-((3R,4R)-1-ethyl-3-fluoropiperidin-4-yl)phenyl)-4-methyl-2H-indazol-2-yl)-2-(6,7-dihydro-5H-pyrrolo[1,2-c]imidazol-1-yl)-N-(thiazol-2-yl)acetamide ClC1=C(C=C(C2=CN(N=C12)C(C(=O)NC=1SC=CN1)C1=C2N(C=N1)CCC2)C)C2=CC=C(C=C2)[C@@H]2[C@H](CN(CC2)CC)F